N-(2-hydroxyethyl)-N-methylmorpholinium bromide [Br-].OCC[N+]1(CCOCC1)C